ClC1=C2CCCC(C2=CC=C1F)CO (5-chloro-6-fluoro-1,2,3,4-tetrahydronaphthalene-1-yl)methanol